C(C)OC1=CC=NC=C1C#N 4-ethoxy-nicotinonitrile